1-(3-cyclopropyl-1-(6-(2-(trifluoromethyl)pyridin-4-yl)-3,4-dihydroquinolin-1(2H)-yl)-5,6-dihydroimidazo[1,5-a]pyrazin-7(8H)-yl)ethan-1-one C1(CC1)C1=NC(=C2N1CCN(C2)C(C)=O)N2CCCC1=CC(=CC=C21)C2=CC(=NC=C2)C(F)(F)F